4-[(2S)-2-oxiranyl]-3-fluoro-benzonitrile O1[C@H](C1)C1=C(C=C(C#N)C=C1)F